C(C)C1C(CCC(C1)(F)F)(C(=O)O[C@H](C1CCOCC1)C1=NC=CC=C1F)C1=NC(=C(C=C1)NC(=O)OC(C)(C)C)N (R)-(3-fluoropyridin-2-yl)(tetrahydro-2H-pyran-4-yl)methanol Ethyl-1-[6-amino-5-(tert-butoxycarbonylamino)pyridin-2-yl]-4,4-difluorocyclohexane-carboxylate